8-(difluoromethoxy)-5,5-dimethyl-4,5-dihydronaphtho[2,1-d]isoxazole-3-carboxamide FC(OC1=CC=C2C(CC=3C(=NOC3C2=C1)C(=O)N)(C)C)F